C(#N)[C@H](C[C@@H]1C(NCC1)=O)NC(=O)[C@@H]1N([C@@H]2CC([C@H]1CC2)(F)F)C(=O)C2(C1=CC=CC=C1C=1C=CC=CC21)O (1S,3R,4S)-N-((S)-1-cyano-2-((R)-2-oxopyrrolidin-3-yl)ethyl)-5,5-difluoro-2-(9-hydroxy-9H-fluorene-9-carbonyl)-2-azabicyclo[2.2.2]octane-3-carboxamide